CC=1C=C(SC1)C1=NOC(C1)(C(F)(F)F)C1=CC(=C(C(=C1)Cl)Cl)Cl 3-(4-methylthiophene-2-yl)-5-(3,4,5-trichlorophenyl)-5-trifluoromethyl-4,5-dihydroisoxazole